tert-butyl 3-[3-[methoxy(methyl)carbamoyl]-1-bicyclo[1.1.1]pentanyl]azetidine-1-carboxylate CON(C(=O)C12CC(C1)(C2)C2CN(C2)C(=O)OC(C)(C)C)C